ClCC(C)(O)Cl 1,2-dichloro-2-propanol